ClC1=C2C(=CC=NC2=CC(=C1)[N+](=O)[O-])C1=CC=CC=C1 5-chloro-7-nitro-4-phenylquinoline